N-(8-(4-methoxyphenyl)-6-methyl-7-(4-nitrophenyl)pyrrolo[1,2-a]pyrazin-1-yl)-1,1-diphenylmethanimine COC1=CC=C(C=C1)C=1C(=C(N2C1C(=NC=C2)N=C(C2=CC=CC=C2)C2=CC=CC=C2)C)C2=CC=C(C=C2)[N+](=O)[O-]